ClC1=NC=C(C(=C1)N1C(C=C(C=C1C)O)=O)C1CC1 2'-chloro-5'-cyclopropyl-4-hydroxy-6-methyl-[1,4'-bipyridin]-2-one